C(#N)C1=CC2=C(N(C(N=C2N2[C@H](CN(CC2)C(=O)OC(C)(C)C)C)=O)C=2C(=NC=CC2C)C(C)C)N=C1C1=C(C=C(C=C1)F)OC tert-butyl (S)-4-(6-cyano-7-(4-fluoro-2-methoxyphenyl)-1-(2-isopropyl-4-methylpyridin-3-yl)-2-oxo-1,2-dihydropyrido[2,3-d]pyrimidin-4-yl)-3-methylpiperazine-1-carboxylate